N[C@@H](C)C(=O)OC1CCC1 L-Alanine, cyclobutyl ester